OC1=C(C=C(C=NN)C=C1CC=C(C)C)CC=C(C)C 4-hydroxy-3,5-bis(3-methyl-2-buten-1-yl)benzaldehyde hydrazone